3-(((4,4-bis(octyloxy)butanoyl)oxy)methyl)-5-(hydroxymethyl)benzyl (9Z,12Z)-octadeca-9,12-dienoate C(CCCCCCC\C=C/C\C=C/CCCCC)(=O)OCC1=CC(=CC(=C1)CO)COC(CCC(OCCCCCCCC)OCCCCCCCC)=O